2-trimethylsilylethyl 4-[2-[2-(p-tolylsulfonyloxy) ethoxy]ethoxy]piperidine-1-carboxylate C1(=CC=C(C=C1)S(=O)(=O)OCCOCCOC1CCN(CC1)C(=O)OCC[Si](C)(C)C)C